BrC1=CC=C(C=C1)[C@]12[C@](C3=C(C=NC=C3OC)O1)([C@@H]([C@@H]([C@H]2C2=CC=CC=C2)CN2CCOCC2)O)O |r| rac-(4bS,5R,6S,7S,7aR)-7a-(4-bromophenyl)-4-methoxy-6-(morpholinomethyl)-7-phenyl-5,6,7,7a-tetrahydro-4bH-cyclopenta[4,5]furo[2,3-c]pyridine-4b,5-diol